(3,4-epoxycyclohexyl)-ethyltriisopropoxysilane C1(CC2C(CC1)O2)C(C)(C)O[Si](OC(C)C)(OC(C)C)CC